3-(1-methyl-7-(4-(piperazin-1-ylmethyl)piperidin-1-yl)-1H-indazol-3-yl)piperidine-2,6-dione hydrochloride Cl.CN1N=C(C2=CC=CC(=C12)N1CCC(CC1)CN1CCNCC1)C1C(NC(CC1)=O)=O